C1(=CC=CC=C1)C1=C2C(C(=C(OC2=CC=C1)CC)C1=CC=CC=C1)=O diphenyl-ethyl-chromone